ClC1=NC=C(C(=C1C=O)N1CCC(CC1)NC(OCC1=CC=CC=C1)=O)C1=CC(=CC(=C1)C)F benzyl (1-(2-chloro-5-(3-fluoro-5-methylphenyl)-3-formylpyridin-4-yl)piperidin-4-yl)carbamate